zinc phosphate, zirconium salt [Zr+4].P(=O)([O-])([O-])[O-].[Zn+2].P(=O)([O-])([O-])[O-]